hex-ane-1,6-diol C(CCCCCO)O